COC1=CC=C(OCC(=O)N(CC=2SC=CC2)C=2C=NNC2)C=C1 2-(4-methoxyphenoxy)-N-(1H-pyrazol-4-yl)-N-(thiophen-2-ylmethyl)acetamide